The molecule is a member of the class of ethanolamines that is 2-aminoethanol substituted by a [4-(2-amino-2-oxoethyl)phenoxy]methyl group at position 1. It is a metabolite of the drug atenolol. It has a role as a marine xenobiotic metabolite and a drug metabolite. It is an aromatic ether, a member of ethanolamines, a propanolamine, a monocarboxylic acid amide and a primary amino compound. C1=CC(=CC=C1CC(=O)N)OCC(CN)O